ClC1=CC=C(N=N1)N1[C@@H]2[C@H](OCC1)CCN(C2)C(C)C (4aS,8aR)-4-(6-chloropyridazin-3-yl)-6-isopropyl-3,4a,5,7,8,8a-hexahydro-2H-pyrido[4,3-b][1,4]oxazine